(N-[4-Amino-5-(4-methylbenzoyl)thiazol-2-yl]-4-fluoroanilino)propanamid NC=1N=C(SC1C(C1=CC=C(C=C1)C)=O)N(C1=CC=C(C=C1)F)C(C(=O)N)C